C(C)(=O)N1CCC(CC1)NC1=CC(=NC=N1)C(=O)NC[C@@H](O)[C@H]1N(CC2=CC(=CC=C2C1)OCOC)C(=O)OC(C)(C)C tert-butyl (3S)-3-[(1R)-2-[[6-[(1-acetyl-4-piperidyl)amino]pyrimidine-4-carbonyl]amino]-1-hydroxy-ethyl]-7-(methoxymethoxy)-3,4-dihydro-1H-isoquinoline-2-carboxylate